[N-](S(=O)(=O)C(F)(F)F)S(=O)(=O)C(F)(F)F.C[N+]1(CCCCC1)CCCC 1-methyl-1-butyl-piperidinium bis(trifluoromethylsulfonyl)imide